C(#N)C=1C2=C(C(=NC1NCC(=O)N(C)C1=CC=C(C=C1)F)C)CCC2 2-(4-cyano-1-methyl-6,7-dihydro-5H-cyclopenta[c]pyridin-3-ylamino)-N-(4-fluorophenyl)-N-methylacetamide